5-(1,1-dioxo-3,6-dihydro-2H-thiopyran-4-yl)-4-methoxy-1H-indazole-7-carboxamide O=S1(CCC(=CC1)C=1C(=C2C=NNC2=C(C1)C(=O)N)OC)=O